2-methyl-4-oxo-5H-pyrrolo[1,2-a]quinoxaline-8-carboxylic acid CC=1C=C2N(C3=CC(=CC=C3NC2=O)C(=O)O)C1